C(C)(C)(C)C1=CC=C(CS)C=C1 4-tert-butyl-benzyl mercaptan